NC1=NNC2=CC=C(C=C12)C1=C2C(=NC=C1)NC(=C2)C2=CC(=NC(=C2)F)CN2CCN(CC2)C(=O)OC(C)(C)C tert-Butyl 4-((4-(4-(3-amino-1H-indazol-5-yl)-1H-pyrrolo[2,3-b]pyridin-2-yl)-6-fluoropyridin-2-yl)methyl)piperazine-1-carboxylate